COC(C1=CC(=C(C=C1)NC1=NC(=CC(=C1)N)C(NC1CC2=CC=CC=C2C1)=O)F)=O.C(C)O[Si](CC[Si](OCC)(OCC)OCC)(OCC)OCC 1,2-di(triethoxysilyl)ethane Methyl-4-((4-amino-6-((2,3-dihydro-1H-inden-2-yl)carbamoyl)pyridin-2-yl)amino)-3-fluorobenzoate